N-lauryl-α-undecyl-nitrone C(CCCCCCCCCCC)[N+](=CCCCCCCCCCCC)[O-]